C[C@@H]1CN(C[C@H]2N1CC=1C=CC(=CC1C2)N2C(C1CNCCC1C2)=O)C2=C1C=CC=NC1=C(C=C2)C#N 5-[(4R,11aS)-4-methyl-9-(3-oxo-3a,4,5,6,7,7a-hexahydro-1H-pyrrolo[3,4-c]pyridin-2-yl)-1,3,4,6,11,11a-hexahydropyrazino[1,2-b]isoquinolin-2-yl]quinoline-8-carbonitrile